C1C(CC12CCNCC2)CN2CCC(CC2)C2=CC1=C(N(C(N1C)=O)C1C(NC(CC1)=O)=O)C=C2 3-(5-(1-((7-azaspiro[3.5]non-2-yl)methyl)piperidin-4-yl)-3-methyl-2-oxo-2,3-Dihydro-1H-benzo[d]imidazol-1-yl)piperidine-2,6-dione